NC1=NN(C(=C1)C(C)N(C)C(C1=CC(=CC(=C1)C(F)(F)F)C(F)(F)F)=O)C1=CC=C(C=N1)C(=O)OC methyl 6-[3-amino-5-[1-[[3,5-bis(trifluoromethyl)benzoyl]-methyl-amino]ethyl]pyrazol-1-yl]pyridine-3-carboxylate